[Si](C)(C)(C(C)(C)C)O[C@H](CN1N=C(C=C1C(=O)OCC)OC(C)C)C ethyl 2-[(2S)-2-[tert-butyl(dimethyl)silyl]oxypropyl]-5-isopropoxy-pyrazole-3-carboxylate